7-chloro-4-(methylamino)-1-(3-(2-phenoxyethyl)phenyl)quinazolin-2(1H)-one ClC1=CC=C2C(=NC(N(C2=C1)C1=CC(=CC=C1)CCOC1=CC=CC=C1)=O)NC